OCCN(CCO)CCO Tri(2-hydroxyethyl)amine